ClC1=CC2=C(N=C(O2)OC2=CC=C(OC(C(=O)N(C)C3=C(C=CC=C3)F)C)C=C2)C=C1 2-(4-((6-chlorobenzo[d]oxazol-2-yl)oxy)phenoxy)-N-(2-fluorophenyl)-N-methylpropanamide